OCC1=C(C=CC=C1)NC(\C=C\C1=CC=C2C=NN(C2=C1)C1OCC1)=O (2E)-N-[2-(hydroxymethyl)phenyl]-3-[1-(oxetan-2-yl)indazol-6-yl]prop-2-enamide